CC=1C=CC=2N(C1)N=CC2C2=C1CNC(C1=C(C=C2)NC2=NC=C(C=C2)CN2CCOCC2)=O 4-(6-methyl-pyrazolo[1,5-a]pyridin-3-yl)-7-[[5-(morpholino-methyl)-2-pyridyl]amino]isoindolin-1-one